5-fluoroorotidine monophosphate P(=O)(O)(O)OC[C@@H]1[C@H]([C@H]([C@@H](O1)N1C(=O)NC(=O)C(=C1C(=O)O)F)O)O